N1=C(N=CC=C1)NC1(CC1)CO (1-(Pyrimidin-2-ylamino)cyclopropyl)methanol